C(C)(C)(C)C=1C=C(C=CC1O)C(CC(=O)OCCOC(CC(C)(C1=CC(=C(C=C1)O)C(C)(C)C)C1=CC(=C(C=C1)O)C(C)(C)C)=O)(C)C1=CC(=C(C=C1)O)C(C)(C)C Ethylene bis[3,3-bis(3-tert-butyl-4-hydroxyphenyl) butyrate]